(1-(3-carbamoyl-5-fluoropyridin-4-yl)-3-methylpyrrolidin-3-yl)carbamate C(N)(=O)C=1C=NC=C(C1N1CC(CC1)(C)NC([O-])=O)F